Cetyl-Tri-methyl-Ammonium Bromide methyl-1-[3-chloro-5-(4,4,5,5-tetramethyl-1,3,2-dioxaborolan-2-yl)phenyl]cyclopropane-carboxylate COC(=O)C1(CC1)C1=CC(=CC(=C1)B1OC(C(O1)(C)C)(C)C)Cl.[Br-].C(CCCCCCCCCCCCCCC)[N+](C)(C)C